3-(4-Chloro-3-fluorophenyl)-N-(4-(2-hydroxyethoxy)-5-(pyridazin-4-yl)-1H-pyrazol-3-yl)propenamide ClC1=C(C=C(C=C1)C=CC(=O)NC1=NNC(=C1OCCO)C1=CN=NC=C1)F